BrCCCCCN1\C(\NC2=C1C=CC=C2)=N\C(=O)C=2C=C(C(=O)OC)C=CC2 Methyl (E)-3-((1-(5-bromopentyl)-1,3-dihydro-2H-benzo[d]imidazol-2-ylidene)carbamoyl)benzoate